NC1=C(SC2=NC(=CC=C21)C)C(=O)N[C@H]2COC1=CC(=CC=C1C2)N2[C@H]([C@@H](NCC2)C)C 3-amino-N-((R)-7-((2S,3S)-2,3-dimethylpiperazin-1-yl)chroman-3-yl)-6-methylthieno[2,3-b]pyridine-2-carboxamide